C1(CC1)C1=C(C=C(C=C1O)\C=C\C1=CSC=C1)O (E)-2-cyclopropyl-5-(2-(thiophen-3-yl)vinyl)benzene-1,3-diol